2-[2-(N-methyl-N-ethyl-amino)ethoxy]-N-methyl-N-pentyl-acetamide CN(CC)CCOCC(=O)N(CCCCC)C